iodine pentaoxide O=I(=O)OI(=O)=O